carbonic acid, Vinyl ester C(OC=C)([O-])=O